NCCOCCOCCNC(CCC(NCCOCCOCCNC(CCC(=O)OC(C)(C)C)=O)=O)=O Tert-butyl 1-amino-10,13,24-trioxo-3,6,17,20-tetraoxa-9,14,23-triazaheptacosan-27-oate